(S)-N-((S)-2-(dimethylamino)-3-(4-hydroxyphenyl)propyl)-3-(1-methylcyclopropyl)-3-(pyridin-3-yl)propionamide CN([C@H](CNC(C[C@H](C=1C=NC=CC1)C1(CC1)C)=O)CC1=CC=C(C=C1)O)C